OC(CC(=O)OCCCCC)C n-pentyl 3-hydroxybutyrate